FC(OC1=CC2=C(N=C(O2)C=2C(=C(C=CC2)C2=C(C(=CC=C2)C=2OC3=C(N2)C=C(C(=C3)OC(F)F)CN3CC(C3)N(C)C)C)C)C=C1CN1[C@@H](CCC1)C(=O)O)F ((6-(difluoromethoxy)-2-(3'-(6-(difluoromethoxy)-5-((3-(dimethylamino)azetidin-1-yl)methyl)benzo[d]oxazol-2-yl)-2,2'-dimethyl-[1,1'-biphenyl]-3-yl)benzo[d]oxazol-5-yl)methyl)-L-proline